N-[3,4-dichloro-2-[(2-fluoro-5-methoxy-phenyl)-hydroxy-methyl]phenyl]carbamic acid tert-butyl ester C(C)(C)(C)OC(NC1=C(C(=C(C=C1)Cl)Cl)C(O)C1=C(C=CC(=C1)OC)F)=O